CC1=CC=C(C=C1)OS(=O)(=O)O p-Cresol sulfate